N1=C(C=CC=C1)CN(CCN)CC1=NC=CC=C1 N1,N1-bis(pyridine-2-ylmethyl)ethane-1,2-diamine